N1N=CC=2C1=NC=NC2N[C@H](C(=O)O)CCN(CCCCC2=NC=1NCCCC1C=C2)CCOC=2C=NC=C(C2)F (S)-2-((1H-pyrazolo[3,4-d]pyrimidin-4-yl)amino)-4-((2-((5-fluoropyridin-3-yl)oxy)ethyl)(4-(5,6,7,8-tetrahydro-1,8-naphthyridin-2-yl)butyl)amino)butanoic acid